ClC=1C(=C(C=CC1)NC(C=C)=O)C N-(3-chloro-2-methylphenyl)-acrylamide